3,5-bistrifluoromethylbenzamide FC(C=1C=C(C(=O)N)C=C(C1)C(F)(F)F)(F)F